(methacryloxymethyl)(methyl)dimethoxysilane C(C(=C)C)(=O)OC[Si](OC)(OC)C